N-((2-(bicyclo[2.2.1]hept-5-en-2-ylmethyl)-2-azaspiro[3.3]heptan-6-yl)methyl)-6-(2-chloro-5-fluorophenyl)pyridazin-3-amine C12C(CC(C=C1)C2)CN2CC1(C2)CC(C1)CNC=1N=NC(=CC1)C1=C(C=CC(=C1)F)Cl